C(C)(C)(C)OC(CCCCCCCCCCCCCCCCC(=O)NC(C(=O)O)CCC)=O 2-(18-(tert-butoxy)-18-oxooctadecanoylamino)pentanoic acid